S1C(=NC2=C1CCCC2)C(=O)O 4,5,6,7-tetrahydro-1,3-benzothiazole-2-carboxylic acid